(6S)-1'-[7-(1,5-dimethylpyrazol-4-yl)-6-methyl-pyrazolo[1,5-a]pyrazin-4-yl]-2-methyl-spiro[4,6-dihydrocyclopenta[d]thiazole-5,4'-piperidine]-6-amine hydrochloride Cl.CN1N=CC(=C1C)C1=C(N=C(C=2N1N=CC2)N2CCC1(CC2)[C@@H](C2=C(N=C(S2)C)C1)N)C